1-(1-(4-(trifluoromethylbenzyl)-4-(4-fluorophenyl)-1H-1,2,3-triazole-5-carboxamido)ethyl)benzoic acid FC(F)(F)C(C1=CC=CC=C1)C1(N=NNC1C(=O)NC(C)C1(C(=O)O)CC=CC=C1)C1=CC=C(C=C1)F